BrC=1C=CC2=C(SC(=C2)C=O)C1 6-bromobenzo[B]thiophene-2-formaldehyde